FC(C(=O)O)(F)F.NC1CC2(C1)CCN(CC2)C2=C(C=C(C=C2)NC2=NC=C(C(=N2)NC2=C(C=CC=C2)P(=O)(C)C)C#N)C 2-(4-(2-amino-7-azaspiro[3.5]nonan-7-yl)-3-methylphenylamino)-4-(2-(dimethylphosphoryl)phenylamino)pyrimidine-5-carbonitrile trifluoroacetate